OC(COC=1C=C(C=2N(C1)N=CC2C#N)C=2C=NC(=CC2)N2CC1N(C(C2)C1)C(CC(C)(C)O)=O)(C)C 6-(2-hydroxy-2-methylpropoxy)-4-(6-(6-(3-hydroxy-3-methylbutanoyl)-3,6-diazabicyclo[3.1.1]heptan-3-yl)pyridin-3-yl)pyrazolo[1,5-a]pyridine-3-carbonitrile